S(N)(=O)(=O)C1=CC=C(C=C1)NC(=O)N1CCNCC1 N-(4-sulfamylphenyl)piperazine-1-carboxamide